C(C)(C)(C)OC(=O)N1CC2(CC1)CCC(C2)=O.NC2=CC=C(C=C2)C(C)(C)C2=CC=C(C=C2)C(C)(C)C2=CC=C(C=C2)N 1,4-bis[2-(4-aminophenyl)-2-Propyl]benzene Tert-butyl-8-oxo-2-azaspiro[4.4]nonane-2-carboxylate